(S)-(1-(8-isopropoxy-4-((1-(3,4,5-trimethoxyphenyl)-1H-imidazol-4-yl)amino)quinazolin-2-yl)pyrrolidin-2-yl)methanol C(C)(C)OC=1C=CC=C2C(=NC(=NC12)N1[C@@H](CCC1)CO)NC=1N=CN(C1)C1=CC(=C(C(=C1)OC)OC)OC